5-[(2-mercapto-2-methylpropyl)[2-[(2-mercapto-2-methylpropyl)amino]ethyl]amino]pentanoic acid SC(CN(CCCCC(=O)O)CCNCC(C)(C)S)(C)C